NC1=C(C(=C2C(=N1)COCC2N(C(OC(C)(C)C)=O)C)C(=O)C2CCNCC2)I tert-butyl N-(2-amino-3-iodo-(4-piperidinoyl)-6,8-dihydro-5H-pyrano[3,4-b]pyridin-5-yl)-N-methyl-carbamate